1,5,9-Trimethyl-1,5,9-triazacyclododecane CN1CCCN(CCCN(CCC1)C)C